ClC=1C(=CC(=NC1)C1=NC(=NO1)C)NC1=CC=2C3=C(C(N(C2C=C1)C)=O)OCC([C@@H](N3)C3CC3)(F)F (S)-10-((5-Chloro-2-(3-methyl-1,2,4-oxadiazol-5-yl)pyridin-4-yl)amino)-2-cyclopropyl-3,3-difluoro-7-methyl-1,2,3,4-tetrahydro-[1,4]oxazepino[2,3-c]chinolin-6(7H)-on